tert-butyl (2R,5R)-2,5-dimethyl-4-(7-tosyl-5-(trifluoromethyl)-7H-pyrrolo[2,3-d]pyrimidin-4-yl)piperazine-1-carboxylate C[C@H]1N(C[C@H](N(C1)C=1C2=C(N=CN1)N(C=C2C(F)(F)F)S(=O)(=O)C2=CC=C(C)C=C2)C)C(=O)OC(C)(C)C